CNC1=NNC=N1 3-methylamino-1H-1,2,4-triazole